3-(6-Cyano-1-methyl-1H-1,3-benzodiazol-2-yl)bicyclo[1.1.1]pentane C(#N)C=1C=CC2=C(N(C(=N2)C23CC(C2)C3)C)C1